FC1=C(CC=2C=C3C(=NC2)NN=C3C=3C=C(C=CC3)C(=O)N3CC(CCC3)O)C=C(C=C1)F (3-(5-(2,5-difluorobenzyl)-1H-pyrazolo[3,4-b]pyridin-3-yl)phenyl)(3-hydroxypiperidin-1-yl)methanone